FC1(OC2=C(O1)C=CC(=C2)NC=2C=1N(C=C(N2)C2=CC=3OCC(NC3N=C2)=O)N=CN1)F 7-(8-((2,2-difluorobenzo[d][1,3]dioxol-5-yl)amino)-[1,2,4]triazolo[1,5-a]pyrazin-6-yl)-2H-pyrido[3,2-b][1,4]oxazin-3(4H)-one